(R)-tert-butyl 7-methyl-3-(((trifluoromethyl)sulfonyl)oxy)-7,8-dihydropyrido[4,3-c]pyridazine-6(5H)-carboxylate C[C@@H]1CC=2N=NC(=CC2CN1C(=O)OC(C)(C)C)OS(=O)(=O)C(F)(F)F